(methacryloxyethyl)-N-(triethoxysilylpropyl)urethane C(C(=C)C)(=O)OCCN(C(=O)OCC)CCC[Si](OCC)(OCC)OCC